(2R)-2-(tert-butoxycarbonylamino)-3-(1H-indol-3-yl)propanoic acid C(C)(C)(C)OC(=O)N[C@@H](C(=O)O)CC1=CNC2=CC=CC=C12